FC1CN(C[C@]2(CCO2)C1)C1=CC=NC=C1 8-Fluoro-4-((S)-1-oxa-6-azaspiro[3.5]nonan-6-yl)pyridin